(+-)-(3E)-4-(2,6,6-TRIMETHYL-2-CYCLOHEXEN-1-YL)-3-BUTEN CC=1[C@@H](C(CCC1)(C)C)/C=C/CC |r|